(Z)-N-(5-chloro-2,4-dimethylpyridin-3-yl)-2-fluoro-3-(7-fluoro-3-(2-hydroxypropan-2-yl)-1H-indazol-6-yl)acrylamide ClC=1C(=C(C(=NC1)C)NC(/C(=C/C1=CC=C2C(=NNC2=C1F)C(C)(C)O)/F)=O)C